C(\C=C\C1=CC(O)=C(O)C=C1)(=O)/C(/C(=O)O)=C\C1=CC(OC)=C(O)C(OC)=C1 caffeoyl-sinapic acid